N-((2R)-3-methyl-1-(9-methyl-7-phenyl-3,9-diazaspiro[5.5]undecan-3-yl)-1-oxobutan-2-yl)-4-(trifluoromethyl)picolinamide CC([C@H](C(=O)N1CCC2(CC1)C(CN(CC2)C)C2=CC=CC=C2)NC(C2=NC=CC(=C2)C(F)(F)F)=O)C